ClC=1C=C2C(=C(N1)C=O)COCC2 6-chloro-3,4-Dihydro-1H-pyrano[3,4-c]pyridine-8-carbaldehyde